(3S)-3-({1-cyclobutyl-5-[2-(trifluoromethyl)phenyl]-1H-pyrazol-3-yl}formamido)-5-(3,3-difluoropiperidin-1-yl)pentanoic acid C1(CCC1)N1N=C(C=C1C1=C(C=CC=C1)C(F)(F)F)C(=O)N[C@H](CC(=O)O)CCN1CC(CCC1)(F)F